ClC=1C(=C(C=CC1OC1CCC1)N1C(=CC=C1C)C)F 1-[3-chloro-4-(cyclobutoxy)-2-fluoro-phenyl]-2,5-dimethyl-pyrrole